N-(2-(6-(2,6-dichloro-3,5-dimethoxyphenyl)-2-(methylthio)pyrido[3,4-d]pyrimidin-8-yl)ethyl)propane-2-amine ClC1=C(C(=C(C=C1OC)OC)Cl)C1=CC2=C(N=C(N=C2)SC)C(=N1)CCNC(C)C